BrC=1C=C(C(=NC1)C)C(C)S(=O)(=O)C 5-bromo-2-methyl-3-(1-(methylsulfonyl)ethyl)pyridine